NC=1C(=CC2=C(NC([C@H](CS2)NC(OC(C)(C)C)=O)=O)C1)F tert-butyl N-[(3R)-7-amino-8-fluoro-4-oxo-3,5-dihydro-2H-1,5-benzothiazepin-3-yl]carbamate